BrC/C=C/C(=O)OC(C)(C)C tert-butyl (E)-4-bromobut-2-enoate